4-Bromo-3-fluoro-1H-pyrazole BrC=1C(=NNC1)F